NC=1C(=NC(=CC1)C1=CC2=C(C(=CC=C2C=C1)OC)NCC(=C)C#N)C(=O)N[C@H]1C[C@@H](N(CC1)C)C 3-amino-6-{8-[(2-cyano-2-methylideneethyl)amino]-7-methoxynaphthalen-2-yl}-N-[(2S,4R)-1,2-dimethylpiperidin-4-yl]pyridine-2-carboxamide